7-bromo-2,4,6-trichloroquinoline-3-carbonitrile BrC1=C(C=C2C(=C(C(=NC2=C1)Cl)C#N)Cl)Cl